OP(O)OP(O)O.C(CCCCCCCCCCCC)C(CCC(CCCCCCCCCCCCC)(CCCCCCCCCCCCC)CCCCCCCCCCCCC)(C1=CC(=C(C=C1C)O)C(C)(C)C)C1=CC(=C(C=C1C)O)C(C)(C)C tetra(tridecyl)-4,4'-n-butylidene-bis(2-tert-butyl-5-methylphenol) diphosphite